(2S)-2-Methyl-N-{(1S)-1-(4-methylcyclohexyl)-2-oxo-2-[(2-oxospiro[1H-pyrrolo[3,2-c]-pyridine-3,4'-oxane]-6-yl)-amino]ethyl}pyrrolidine-1-carboxamide C[C@@H]1N(CCC1)C(=O)N[C@H](C(NC1=CC2=C(C=N1)C1(CCOCC1)C(N2)=O)=O)C2CCC(CC2)C